C(CC)C1=NC(=CC=2C3=C(C=CC(=C3NC12)OC)C1=CC(=CC=C1)C(F)(F)F)F 1-propyl-3-fluoro-5-(3-trifluoromethylphenyl)-8-methoxy-beta-carboline